COC1=CC=C(C=C1)C(CCC(C)C)O 1-(4-methoxyphenyl)-4-methylpentan-1-ol